3-(6-amino-9-{trans-4-[(4-methyl-1,3-thiazol-2-yl)carbamoyl]cyclohexyl}-9H-purin-2-yl)benzamide di-tert-butyl-5-aminoisophthalate C(C)(C)(C)OC(C1=CC(C(=O)OC(C)(C)C)=CC(=C1)N)=O.NC1=C2N=CN(C2=NC(=N1)C=1C=C(C(=O)N)C=CC1)[C@@H]1CC[C@H](CC1)C(NC=1SC=C(N1)C)=O